The molecule is an organic sodium salt which is the disodium salt of estramustine phosphate. It contains an estramustine phosphate(2-). C[C@]12CC[C@H]3[C@H]([C@@H]1CC[C@@H]2OP(=O)([O-])[O-])CCC4=C3C=CC(=C4)OC(=O)N(CCCl)CCCl.[Na+].[Na+]